3-ethyl-methylacrylic acid C(C)C=C(C(=O)O)C